3-(1-oxo-6-trityl-3,5,6,7-tetrahydropyrrolo[3,4-f]isoindol-2(1H)-yl)piperidine-2,6-dione O=C1N(CC=2C1=CC=1CN(CC1C2)C(C2=CC=CC=C2)(C2=CC=CC=C2)C2=CC=CC=C2)C2C(NC(CC2)=O)=O